C1(=CC=C(C=C1)/C=C/C(=O)N(CC1OCCC1)C1=NC=CC=C1)C (E)-3-(p-tolyl)-N-(2-pyridyl)-N-(tetrahydrofuran-2-ylmethyl)prop-2-enamid